C(CCCCCCCCCCCCCCCCC)(=O)OCC(COC(CCCCCCCCCCCCCCCCC)=O)OC(NC1CN(C1)CC(F)F)=O 2-(((1-(2,2-difluoroethyl)azetidin-3-yl)carbamoyl)oxy)propane-1,3-diyl distearate